ethyl (4-(2-(4-aminophenyl)thiazol-5-yl)-3-(N-(tert-butyl)sulfamoyl)phenyl)carbamate NC1=CC=C(C=C1)C=1SC(=CN1)C1=C(C=C(C=C1)NC(OCC)=O)S(NC(C)(C)C)(=O)=O